CN([C@H]1C[C@H]([C@@H](CC1)NC(=O)C1=CC(=CC=2N(C=NC21)CC(F)(F)F)C#CCNC=2C(OC)=CC=C(C2)S(=O)(=O)C)C)C N-[(1R,2R,4R)-4-(dimethylamino)-2-methylcyclohexyl]-6-[3-(4-mesyl-2-anisidino)-1-propynyl]-1-(2,2,2-trifluoroethyl)-1H-1,3-benzimidazole-4-carboxamide